C(CCCCCCCCCCCCCCCCCCC)NCCN n-eicosyl-ethylenediamine